(1aR,5aR)-2-(5-Dimethylamino-pyridin-2-yl)-1a,2,5,5a-tetrahydro-1H-2,3-diaza-cyclopropa[a]pentalene-4-carboxylic acid (2-hydroxy-1,1-dimethyl-ethyl)-amide OCC(C)(C)NC(=O)C=1C=2C[C@@H]3[C@H](C2N(N1)C1=NC=C(C=C1)N(C)C)C3